C(CCCCCC)OC1=C2SC=CC2=C(C=2SC=CC21)C2(CC=C(C=C2)N)NC2=CC=CC=C2 1-(8-(heptyloxy)benzo[1,2-b:4,5-b']dithiophene-4-yl)-N1-phenylbenzene-1,4-diamine